FC(OC1=C(C=CC=C1)C1=C(C(=NO1)C)C(=O)NC1=CC(=CC=C1)C(F)(F)F)F 5-(2-Difluoromethoxyphenyl)-3-methyl-N-(3-(trifluoromethyl)phenyl)isoxazole-4-carboxamide